6-fluoro-1-(4-fluoro-2-methylphenyl)-3-(6-methoxy-2-methylpyridin-3-yl)-7-methyl-2,3-dihydropyrido[2,3-d]pyrimidin-4(1H)-one FC1=CC2=C(N(CN(C2=O)C=2C(=NC(=CC2)OC)C)C2=C(C=C(C=C2)F)C)N=C1C